BrC=1C=C(C=CC1F)NC(=NO)C1=NON=C1 N-(3-bromo-4-fluorophenyl)-N'-hydroxy-1,2,5-oxadiazole-3-carboximidamide